FCC12OCC(C1)(C2)C(=O)O 1-(fluoromethyl)-2-oxabicyclo[2.1.1]hexane-4-carboxylic acid